N-(7-cyclopropyl-4,4-diethyl-4H-chromeno[4,3-d]thiazol-2-yl)-4,6-dimethoxypyrimidine-5-carboxamide C1(CC1)C=1C=CC2=C(C1)OC(C1=C2N=C(S1)NC(=O)C=1C(=NC=NC1OC)OC)(CC)CC